1-vinyl-3-cyanomethylimidazole bromine salt [Br].C(=C)N1CN(C=C1)CC#N